C1=CC=C(C=C1)C(=O)NC2=CC3=CC(=C(C(=C3C=C2)O)N=NC4=CC=C(C=C4)N=NC5=CC=C(C=C5)S(=O)(=O)[O-])S(=O)(=O)[O-] The molecule is an organosulfonate oxoanion obtained by deprotonation of the sulfonic acid groups of Sirius red 4B (acid form). It is a conjugate base of a Sirius red 4B (acid form).